O=C1NC(CCC1N1C(C2=CC=CC(=C2C1)SCCCCCCCCCCCN1CCN(CC1)C1=CC=C(C(=O)N2CCC(CC2)CCCCNC(\C=C\C=2C=NC=CC2)=O)C=C1)=O)=O (E)-N-(4-(1-(4-(4-(11-((2-(2,6-dioxopiperidin-3-yl)-1-oxoisoindolin-4-yl)thio)undecyl)piperazin-1-yl)benzoyl)piperidin-4-yl)butyl)-3-(pyridin-3-yl)acrylamide